8-fluoro-3'H-spiro[chroman-4,2'-imidazo[1,2-a]pyridine] FC=1C=CC=C2C1OCCC21N=C2N(C=CC=C2)C1